{4-[6-amino-5-(2,6-difluoro-benzyloxy)-pyridin-3-yl]-phenyl}-[(2S)-2-pyrrolidin-1-ylmethyl-pyrrolidin-1-yl]-methanone NC1=C(C=C(C=N1)C1=CC=C(C=C1)C(=O)N1[C@@H](CCC1)CN1CCCC1)OCC1=C(C=CC=C1F)F